2-(((chlorosulfonyl) oxy) methyl)-2-methylpropan-1,3-diyl dibenzoate C(C1=CC=CC=C1)(=O)OCC(COC(C1=CC=CC=C1)=O)(C)COS(=O)(=O)Cl